FC1(CC(C1)C1=C(C(=O)N)C=CC=N1)F (3,3-difluorocyclobutyl)nicotinamide